6-methoxypyrazine-2-carboxamide COC1=CN=CC(=N1)C(=O)N